FC(C(=O)O)(F)F.O=C1N(C(C=C1)=O)CCOCCN 2-(2-(2,5-dioxo-2,5-dihydro-1H-pyrrol-1-yl)ethoxy)ethylamine trifluoroacetate salt